N-(5-Chloro-1H-indol-3-yl)-1-methyl-5-(trifluoromethoxy)-1H-benzo[d]imidazol-2-amine ClC=1C=C2C(=CNC2=CC1)NC1=NC2=C(N1C)C=CC(=C2)OC(F)(F)F